FC1=C2CC(CC2=CC(=C1)OCCN1N=NC=C1)CNCCC1CN(C(O1)=O)C1=NC2=C(OCC(N2)=O)N=C1 6-[5-[2-[[4-fluoro-6-[2-(triazol-1-yl)ethoxy]-2,3-dihydro-1H-inden-2-yl]methylamino]ethyl]-2-oxo-1,3-oxazolidin-3-yl]-4H-pyrazino[2,3-b][1,4]oxazin-3-one